(R)-N-(1-(2-methyl-3-(trifluoromethyl)phenyl)ethyl)-4-(((1-methylazetidin-3-yl)methyl)amino)-6-oxo-1-(tetrahydro-2H-pyran-4-yl)-1,6-dihydropyridine-3-carboxamide CC1=C(C=CC=C1C(F)(F)F)[C@@H](C)NC(=O)C1=CN(C(C=C1NCC1CN(C1)C)=O)C1CCOCC1